FC1=C(OCCN)C=CC=C1 2-(2-fluorophenoxy)-1-ethylamine